C1(CC1)N1N=CC(=C1)[C@H]1OCC[C@H](C1)C=1N=C(C=2N=C(N(C(C2N1)=O)C)C)C1=C(C=C(C=C1)C(F)(F)F)F 6-((2s,4r)-2-(1-cyclopropyl-1H-pyrazol-4-yl)tetrahydro-2H-pyran-4-yl)-8-(2-fluoro-4-(trifluoromethyl)phenyl)-2,3-dimethylpyrimidino[5,4-d]pyrimidin-4(3H)-one